1,3-dibromo-1,3-dimethyl-1,3-disiloxetane Br[Si]1(O[Si](C1)(C)Br)C